FC1=CC=C(CC2C[C@H](NC2)C(=O)O)C=C1 gammA-(4-fluoro-benzyl)-L-proline